Ethyl (R)-1-(4-cyano-2-fluorobutyl)-1H-1,2,3-triazole-4-carboxylate C(#N)CC[C@H](CN1N=NC(=C1)C(=O)OCC)F